N-(5-((6-((R)-3-(3-chlorophenyl)isoxazolidine-2-yl)pyrimidine-4-yl)amino)-4-methoxy-2-(4-(4-(oxetane-3-yl)piperazine-1-yl)piperidine-1-yl)phenyl)acrylamide ClC=1C=C(C=CC1)[C@@H]1N(OCC1)C1=CC(=NC=N1)NC=1C(=CC(=C(C1)NC(C=C)=O)N1CCC(CC1)N1CCN(CC1)C1COC1)OC